(6S,10S)-10-(1,3-benzodioxolen-5-yl)-2-benzyl-6-butyl-3,8-dioxo-1-phenyl-4-oxa-2,7,9-triazacyclododecane-12-oic acid methyl ester COC(=O)C1C[C@H](NC(N[C@H](COC(N(C1C1=CC=CC=C1)CC1=CC=CC=C1)=O)CCCC)=O)C1=CC2=C(OCO2)C=C1